methyl (Z)-3-([1,1'-biphenyl]-4-yl)-3-cyanoacrylate C1(=CC=C(C=C1)/C(=C/C(=O)OC)/C#N)C1=CC=CC=C1